C[Si](C(C(=O)OC1CCCCC1)C)(OC)OC cyclohexyl α-methyldimethoxysilylpropionate